1-(2-(Dimethylamino)ethyl)piperidin-3-ol CN(CCN1CC(CCC1)O)C